C(=C)S(=O)(=O)C(C(=O)N)CCCC(C(=O)N)S(=O)(=O)C=C trimethylenebis(vinylsulfonyl-acetamide)